CN(C(OC(C)(C)C)=O)[C@H]1[C@@H](CC1)COC=1C=2N(C=C(N1)C=1C=NN(C1)C)N=CC2 Trans-tert-butyl methyl(2-(((6-(1-methyl-1H-pyrazol-4-yl)pyrazolo[1,5-a]pyrazin-4-yl)oxy)methyl)cyclobutyl)carbamate